(2-(3-methylbutylidene)tetrahydro-1H-pyrrolizin-7a(5H)-yl)methanol CC(CC=C1CC2(CCCN2C1)CO)C